NC1CCC2=C1C=C(C=1C=C(N=CC21)C2CC2)S(=O)(=O)NCC(C)(C)F 7-amino-3-cyclopropyl-N-(2-fluoro-2-methyl-propyl)-8,9-dihydro-7H-cyclopenta[h]isoquinoline-5-sulfonamide